1-(5-chloropyridin-2-yl)cyclopentane-1-carbonitrile ClC=1C=CC(=NC1)C1(CCCC1)C#N